(3R)-4-[2-cyclohexyl-8-(methoxycarbonyl)-3H,6H,7H,8H,9H-imidazo[4,5-h]isoquinolin-3-yl]-3-(3,4-difluorophenyl)butanoic acid C1(CCCCC1)C1=NC2=C(C=CC=3CCN(CC23)C(=O)OC)N1C[C@H](CC(=O)O)C1=CC(=C(C=C1)F)F